BrC1=NN2C(N(C3=C(C2=O)CN(C3=O)[C@@H]3COCC3)CC(=O)NC3=NC=C(C=C3)F)=C1 2-{2-bromo-5,8-dioxo-6-[(3S)-oxolan-3-yl]-5,6,7,8-tetrahydro-4H-pyrazolo[1,5-a]pyrrolo[3,4-d]pyrimidin-4-yl}-N-(5-fluoropyridin-2-yl)acetamide